Cl.N[C@H]1C(=O)NCCCC1 |r| DL-alpha-amino-epsilon-caprolactam hydrochloride